4-((methylthio)methyl)pyridin-2-amine CSCC1=CC(=NC=C1)N